C1(=CC=CC=C1)N(C1=CC=C(C=O)C=C1)C1=CC=C(C=O)C=C1 4,4'-((phenyl)azanediyl)dibenzaldehyde